OC1=CC=C(C(=O)NNS(=O)(=O)C2=CC=C(C=C2)[N+](=O)[O-])C=C1 N'-(4-hydroxybenzoyl)-4-nitrobenzenesulfonohydrazide